FC(C(=O)NCCC1=CNC=N1)(F)F Nα-trifluoroacetyl-histamine